[Si](C1=CC=CC=C1)(C1=CC=CC=C1)(C(C)(C)C)OCCC1C=C(C1)C1=C2CN(C(C2=CC=C1)=O)C1C(NC(CC1)=O)=O 3-(4-(3-(2-((tert-butyldiphenylsilyl)oxy)ethyl)cyclobut-1-en-1-yl)-1-oxoisoindolin-2-yl)piperidine-2,6-dione